ClC=1N=CC(=NC1)C(CNC(OC(C)(C)C)=O)O tert-Butyl N-[2-(5-chloropyrazin-2-yl)-2-hydroxyethyl]carbamate